5-(7-carbamoyl-3-chloro-5-fluoro-2-methyl-1H-indol-4-yl)-3,6-dihydropyridin C(N)(=O)C=1C=C(C(=C2C(=C(NC12)C)Cl)C1=CCC=NC1)F